C1(CC1)C=1C(=C(OC=2C(=CC(=NC2)C)C2=NOCC(N2)CC2=C(C=CC(=C2)C)C)C=CC1)F 3-[5-(3-cyclopropyl-2-fluorophenoxy)-2-methylpyridin-4-yl]-5-(2,5-dimethylbenzyl)-5,6-dihydro-4H-1,2,4-oxadiazine